C(=O)(O)[C@H](CCCC1=CC=C(C=C1)OCCOCCOCC)N1CCN(CCN(CCN(CC1)C(C(=O)[O-])CCO)C(CCO)C(=O)[O-])C(C(=O)[O-])CCO.[Gd+3] gadolinium-2,2'-{4-[(1S)-1-carboxy-4-{4-[2-(2-ethoxyethoxy)ethoxy] phenyl}butyl]-10-[1-carboxylato-3-hydroxypropyl]-1,4,7,10-tetraazacyclododecane-1,7-diyl}bis(4-hydroxybutanoate)